N(=C=S)C1=NC=CC=C1OC 2-isothiocyanato-3-methoxy-pyridine